C(=O)(OC(C)(C)C)N1C(CCC1)=O N-Bocpyrrolidinone